1-(tetrahydro-2H-pyran-4-yl)-1H-pyrazolo[3,4-d]Pyrimidine-6-carboxylic acid O1CCC(CC1)N1N=CC=2C1=NC(=NC2)C(=O)O